gamma-maleimidylamino-butyryloxy-succinimide C1(C=CC(N1NCCCC(=O)OC1C(=O)NC(C1)=O)=O)=O